3-(4-chlorophenyl)-5-(4-fluorophenyl)-4-hydroxy-1H-pyrazole ClC1=CC=C(C=C1)C1=NNC(=C1O)C1=CC=C(C=C1)F